[4-(3-bromo-5-isobutylpyrazol-1-yl)phenyl]-sulfur pentafluoride BrC1=NN(C(=C1)CC(C)C)C1=CC=C(C=C1)S(F)(F)(F)(F)F